(2-(N-(tert-butyl)sulfamoyl)-5-isobutyl-4-methylthiophene-3-yl)boronic acid C(C)(C)(C)NS(=O)(=O)C=1SC(=C(C1B(O)O)C)CC(C)C